C1(=CC=CC=C1)NC(=O)N1CCN(CC1)CC\C=C(/C)\C1=CC=CC=C1 (E)-N-phenyl-4-(4-phenylpent-3-en-1-yl)piperazine-1-carboxamide